3-(4-(((1r,4r)-4-aminocyclohexyl)(3-(tetrahydro-2H-pyran-2-yl)propyl)amino)-1-oxoisoindolin-2-yl)piperidine-2,6-dione NC1CCC(CC1)N(C1=C2CN(C(C2=CC=C1)=O)C1C(NC(CC1)=O)=O)CCCC1OCCCC1